6-((2S,5R)-5-ethyl-2-methyl-4-(1-(4-(trifluoromethyl)phenyl)ethyl)piperazin-1-yl)-8-methyl-3-(methyl-d3)-9-(((S)-tetrahydrofuran-2-yl)methyl)-3,9-dihydro-2H-purin-2-one C(C)[C@H]1N(C[C@@H](N(C1)C=1C=2N=C(N(C2N(C(N1)=O)C([2H])([2H])[2H])C[C@H]1OCCC1)C)C)C(C)C1=CC=C(C=C1)C(F)(F)F